C(C=C)(=O)N1CC2(C1)CCN(CC2)CCC2=CC=C(C=C2)C2=CC1=C(N=CN=C1C=1C=C(C#N)C=C(C1)F)N2 3-(6-(4-(2-(2-propenoyl-2,7-diazaspiro[3.5]non-7-yl)ethyl)phenyl)-7H-pyrrolo[2,3-d]pyrimidin-4-yl)-5-fluorobenzonitrile